COS(=O)(=O)[O-].C[N+](C)(C)C1=CC(=CC=C1)OC(=O)N(C)C N,N,N-trimethyl-3-[(dimethylamino)formyloxy]Phenylammonium methyl-sulfate